1-(benzo[b]thiophen-7-yl)-4-methylpiperazine S1C2=C(C=C1)C=CC=C2N2CCN(CC2)C